ethyl (7-hydroxybenzo[b]furan-4-yloxy)acetate OC1=CC=C(C2=C1OC=C2)OCC(=O)OCC